C(CCCCCC(C)(C)C)(=O)OCCN(CCN(CCO)CCO)CCO.[Bi] bismuth 2,2',2'',2'''-(1,2-ethanediyldinitrilo)tetrakis[ethanol] neodecanoate